dibutyl-tin maleate monobutyl-maleate C(CCC)OC(\C=C/C(=O)[O-])=O.C(\C=C/C(=O)[O-])(=O)[O-].C(CCC)[Sn+3]CCCC